CN([C@H](CCO)C1=CC=CC=C1)C |r| racemic-3-(dimethylamino)-3-phenylpropan-1-ol